4-(2-cyclopropylethoxy)-2-(trifluoromethyl)benzamide C1(CC1)CCOC1=CC(=C(C(=O)N)C=C1)C(F)(F)F